FC(C1=CC=C(C=N1)C(C)(O)[2H])(F)F (6-(trifluoromethyl)pyridin-3-yl)ethan-1-d-1-ol